The molecule is an oxo monocarboxylic acid that is 3,8,8-trichloroocta-2,4,7-trienoic acid substituted by a 4-chlorophenyl group at position 7, a hydroxy group at position 2 and an oxo group at position 6. It is a member of monochlorobenzenes, an oxo monocarboxylic acid and an enol. It is a conjugate acid of a 6-oxo-2-hydroxy-7-(4'-chlorophenyl)-3,8,8-trichloroocta-2E,4E,7E-trienoate. C1=CC(=CC=C1C(=C(Cl)Cl)C(=O)/C=C/C(=C(/C(=O)O)\\O)/Cl)Cl